CC1(OB(OC1(C)C)C=1C=C2C=3C=CC=CC3N3C2=C(C1)C1=CC=CC=C13)C 2-(4,4,5,5-tetramethyl-1,3,2-dioxaborolan-2-yl)indolo[3,2,1-jk]carbazole